C(C)(=O)NNNC(C=C)=O N-(2-acetylhydrazino)acrylamide